C(CC\C=C/CCCCC)N cis-4-decenyl-amine